C(=O)(O)[C@H](CC(=O)C1=CC2=C(S1)C=C(C=C2)NC)C 2-((S)-3-carboxybutanoyl)-6-(methylamino)benzo[b]thiophen